C(CC)OP(OCCC)(=O)Cl.C(C)OP(OCC)(=O)Cl.ClP(OC)(OC)=O dimethyl chlorophosphonate diethyl-chlorophosphonate dipropyl-chlorophosphonate